C(C)N1C(=NC2=C1C=C(C=C2)OC2=CC=C(C=C2)C)C[C@](N)(C)C(=O)N 2-{[1-ethyl-6-(4-methylphenoxy)-1H-benzimidazol-2-yl]methyl}-L-alanine amide